(S)-2-methyl-N-(2-((6-oxo-5-(trifluoromethyl)-1,6-dihydropyridazin-4-yl)amino)propoxy)-2-(1-(5-(trifluoromethyl)pyrimidin-2-yl)piperidin-4-yl)propanamide CC(C(=O)NOC[C@H](C)NC=1C=NNC(C1C(F)(F)F)=O)(C)C1CCN(CC1)C1=NC=C(C=N1)C(F)(F)F